C(C1=CC=CC=C1)N1CC2=C(C=CC(=C2C1)F)B1OC(C(O1)(C)C)(C)C 2-benzyl-4-fluoro-7-(4,4,5,5-tetramethyl-1,3,2-dioxaborolan-2-yl)isoindoline